4-(9-ethyl-2-(5-phenyl-1H-1,2,4-triazol-3-yl)-8-(pyridin-4-yl)-9H-purin-6-yl)morpholine C(C)N1C2=NC(=NC(=C2N=C1C1=CC=NC=C1)N1CCOCC1)C1=NNC(=N1)C1=CC=CC=C1